2-(6-hydroxy-2-oxo-2H-benzopyran-4-yl)acetic acid OC=1C=CC2=C(C(=CC(O2)=O)CC(=O)O)C1